FCC1(CC1)CNC(OC(C)(C)C)=O tert-butyl N-[[1-(fluoromethyl)cyclopropyl]methyl]carbamate